CN1CCC(CC1)NC(=O)C1=CC2=NC(=CC(=C2S1)N1CCOCC1)N1N=C(C=C1)C=1C=C(C=CC1)C N-(1-Methylpiperidin-4-yl)-7-morpholino-5-(3-(m-tolyl)-1H-pyrazol-1-yl)thieno[3,2-b]pyridine-2-carboxamide